(S)-2-((R)-4,4-difluoro-3-(5-oxo-4,5-dihydropyrazin-2-yl)piperidin-1-yl)-N-(5-fluoropyridin-2-yl)propionamide FC1([C@H](CN(CC1)[C@H](C(=O)NC1=NC=C(C=C1)F)C)C=1N=CC(NC1)=O)F